N-(4-(3-Amino-6-phenyl-1H-pyrazolo[3,4-b]pyridin-4-yl)-2-((4-fluorophenyl)methoxy)phenyl)-1,1-difluoromethanesulfonamide NC1=NNC2=NC(=CC(=C21)C2=CC(=C(C=C2)NS(=O)(=O)C(F)F)OCC2=CC=C(C=C2)F)C2=CC=CC=C2